N1CC(C1)N(S(=O)(=O)C1=CC=C(C=C1)S(=O)(=O)NC=1C=CC(=C2C(=CNC12)C#N)C)C N1-(azetidin-3-yl)-N4-(3-cyano-4-methyl-1H-indol-7-yl)-N1-methyl-benzene-1,4-disulfonamide